1-(4-(diethylamino)-3-methylphenyl)-3-((5-(2,6-dioxopiperidin-3-yl)-6-oxo-5,6-dihydro-4H-thieno[2,3-c]pyrrol-2-yl)methyl)urea C(C)N(C1=C(C=C(C=C1)NC(=O)NCC1=CC2=C(C(N(C2)C2C(NC(CC2)=O)=O)=O)S1)C)CC